C1(CC1)C(CC(=S)N1CCN(CC1)C(=O)OC(C)(C)C)=O tert-butyl 4-(3-cyclopropyl-3-oxo-propanethioyl)piperazine-1-carboxylate